benzoylphenylphosphine C(C1=CC=CC=C1)(=O)PC1=CC=CC=C1